ClC1=C(C(=O)NC2=CC(=C(C=C2)Cl)C2=NC=CC=C2)C=CC(=C1)C(=O)NC1CCN(CC1)C 2-chloro-N1-(4-chloro-3-(pyridin-2-yl)phenyl)-N4-(1-methylpiperidin-4-yl)terephthalamide